(5-isopropoxy-4-methyl-1-(tetrahydro-2H-pyran-2-yl)-1H-indazol-3-yl)-2-methyl-4-(N-morpholinyl)pyridazin-3(2H)-one C(C)(C)OC=1C(=C2C(=NN(C2=CC1)C1OCCCC1)C1=C(C(N(N=C1)C)=O)N1CCOCC1)C